NC[C@@H](C(=O)N1[C@@H](CCC1)C(NCC1=CC(=CC=C1)N)=O)NC([C@H](C)N(C(OC(C)(C)C)=O)C)=O tert-butyl (S)-1-((S)-3-amino-1-((S)-2-(3-aminobenzylcarbamoyl)pyrrolidin-1-yl)-1-oxopropan-2-ylamino)-1-oxopropan-2-yl(methyl)carbamate